CN1C(C(=C(C(=C1)C)[O-])NC(N[C@@H](CC(=O)[O-])C1=CC(=CC=C1)CC1=C(C=CC=C1)C)=O)=O.[Na+].[Na+] sodium (S)-3-(3-(1,5-dimethyl-4-oxido-2-oxo-1,2-dihydropyridin-3-yl)ureido)-3-(3-(2-methylbenzyl) phenyl)propanoate